CC1(CN(C=2C1=NC=CC2)C2(CCCCC2)C#N)C (3,3-dimethyl-2,3-dihydro-1H-pyrrolo[3,2-b]pyridin-1-yl)cyclohexan-1-carbonitrile